2-[3-(3,5-dichlorophenyl)ureido]-N-(2-amino-ethyl)benzamide ClC=1C=C(C=C(C1)Cl)NC(NC1=C(C(=O)NCCN)C=CC=C1)=O